2,4-diisocyanato-6-methyl-1,3,5-triazine N(=C=O)C1=NC(=NC(=N1)N=C=O)C